4,6-dimethylpyridine-3-carbonitrile CC1=C(C=NC(=C1)C)C#N